O=C1C(=C(C=NN1COCC[Si](C)(C)C)N1[C@@H](CCC1)COC/C=C/C(=O)OC)C(F)(F)F Methyl (2E)-4-[[(2S)-1-[6-oxo-5-(trifluoromethyl)-1-[[2-(trimethylsilyl)ethoxy]methyl]-1,6-dihydropyridazin-4-yl]pyrrolidin-2-yl]methoxy]but-2-enoate